CC1(OB(OC1(C)C)C1=CC=CC2=C1OC1=C2C=C(C=C1)C1=CC=CC=C1)C 4,4,5,5-tetramethyl-2-(8-phenyldibenzo[b,d]furan-4-yl)-1,3,2-dioxaborolane